CC1(N(C(OC1)=O)C=1N=C(C(=NC1)C(=O)O)N1CCC2(CC2)CC1)C 5-(4,4-Dimethyl-2-oxooxazolidin-3-yl)-3-(6-azaspiro[2.5]octan-6-yl)pyrazine-2-carboxylic acid